2-(7-((2S,5R)-2,5-diethyl-4-(1-(1-ethyl-6-(trifluoromethyl)-1H-benzo[d]imidazol-2-yl)ethyl)piperazin-1-yl)-4-methyl-5-oxo-4,5-dihydro-2H-pyrazolo[4,3-b]pyridin-2-yl)acetonitrile C(C)[C@@H]1N(C[C@H](N(C1)C(C)C1=NC2=C(N1CC)C=C(C=C2)C(F)(F)F)CC)C=2C=1C(N(C(C2)=O)C)=CN(N1)CC#N